(2-chloro-4-fluorophenyl)(4,6-dibromo-2-methylindazol-5-yl)methanone ClC1=C(C=CC(=C1)F)C(=O)C1=C(C2=CN(N=C2C=C1Br)C)Br